3-bromo-imidazo[1,2-a]pyridine-6-carboxylic acid dimethylamide CN(C(=O)C=1C=CC=2N(C1)C(=CN2)Br)C